C(C=1C(O)=CC=CC1)(=O)NN.C(C=1C(O)=CC=CC1)(=O)NN bissalicylic acid hydrazide